C(#N)C1=C(C=CC=C1)S(=O)(=O)NC=1C=C(C(=O)NC2=CC(=CC=C2)C(F)(F)F)C=CC1 3-((2-cyanophenyl)sulfonamido)-N-(3-(trifluoromethyl)phenyl)benzamide